3-amino-4-(5-{1-[(6,7-dimethoxy-2-methylquinazolin-4-yl)amino]ethyl}thiophen-2-yl)-1-benzothiophene-2-carboxamide NC1=C(SC2=C1C(=CC=C2)C=2SC(=CC2)C(C)NC2=NC(=NC1=CC(=C(C=C21)OC)OC)C)C(=O)N